5-[(2-Aminoethyl)amino]-N-(3-carbamoyl-1-methyl-1H-pyrazol-4-yl)pyrazolo[1,5-a]pyrimidin-3-carboxamid NCCNC1=NC=2N(C=C1)N=CC2C(=O)NC=2C(=NN(C2)C)C(N)=O